3-(Azetidin-3-yl)-N-[(5-chlorothiophen-2-yl)methyl]-1-(thiophen-3-carbonyl)-1H-pyrazol-5-amin N1CC(C1)C1=NN(C(=C1)NCC=1SC(=CC1)Cl)C(=O)C1=CSC=C1